tert-butyl (2S,6S)-4-(4-bromophenoxy)-2,6-dimethylpiperidine-1-carboxylate BrC1=CC=C(OC2C[C@@H](N([C@H](C2)C)C(=O)OC(C)(C)C)C)C=C1